6-methoxy-2-naphthaceneethanone COC1=C2C=C3C=CC(=CC3=CC2=CC2=CC=CC=C12)CC=O